C[SiH](C)C[Zr](C)(NC(C)(C)C)C1=CC(=CC=2C3=CC(=CC=C3CC12)OC)OC dimethylsilyl-(3,6-dimethoxyfluorenyl)-t-butylamino-dimethylzirconium